COC1=C(C(=CC=C1C1CCN(CC1)C)N)N 3-methoxy-4-(1-methylpiperidin-4-yl)benzene-1,2-diamine